6-(4-hydroxy-3-methoxybenzylamino)-9-glucopyranosylpurine OC1=C(C=C(CNC2=C3N=CN(C3=NC=N2)C2[C@H](O)[C@@H](O)[C@H](O)[C@H](O2)CO)C=C1)OC